C(CCCCCCCCCCC)OC=1C=C(C=C(C1OCCCCCCCCCCCC)OCCCCCCCCCCCC)CN (3,4,5-tris(dodecyloxy)phenyl)methylamine